(S)-3-(isoquinolin-4-yl)-2-oxo-1-(5-(trifluoromethyl)pyridazin-3-yl)imidazolidine-4-carbonitrile C1=NC=C(C2=CC=CC=C12)N1C(N(C[C@H]1C#N)C=1N=NC=C(C1)C(F)(F)F)=O